aluminum-copper (i) tert-butyl 4-((2-bromo-4-(2,2-difluoro-1-(isoindolin-2-yl)-2-(phenylsulfonyl)ethyl)phenoxy)methyl)piperidine-1-carboxylate BrC1=C(OCC2CCN(CC2)C(=O)OC(C)(C)C)C=CC(=C1)C(C(S(=O)(=O)C1=CC=CC=C1)(F)F)N1CC2=CC=CC=C2C1.[Cu+].[Al+3]